FC1=C(C(=C(C=C1OC)OC)F)N1C(N(C2=C(C1)C=NC1=C2C=C(N1)CN1CCOCC1)C1=CC=C(C=C1)OC)=S 3-(2,6-difluoro-3,5-dimethoxyphenyl)-1-(4-methoxyphenyl)-8-(morpholinomethyl)-1,3,4,7-tetrahydro-2H-pyrrolo[3',2':5,6]pyrido[4,3-d]pyrimidine-2-thione